tert-butyl 4-(1-(7-morpholino-2-(pyridin-4-yl)pyrazolo[1,5-a]pyrimidin-5-yl)-1H-pyrazol-3-yl)piperidine-1-carboxylate O1CCN(CC1)C1=CC(=NC=2N1N=C(C2)C2=CC=NC=C2)N2N=C(C=C2)C2CCN(CC2)C(=O)OC(C)(C)C